1-methyl-6,7,8,9-tetrahydro-4H-quinolizin-4-one CC=1C=CC(N2CCCCC12)=O